(R)-7-fluoro-5-(2-methyl-3,4-dihydro-quinolin-1(2H)-yl)-[1,2,4]triazolo[4,3-a]quinazolin-8-amine FC=1C=C2C(=NC=3N(C2=CC1N)C=NN3)N3[C@@H](CCC1=CC=CC=C31)C